BrC1=NC2=C(N1CC1=CC(=CC=C1)OC)C=CC=C2 2-bromo-1-(3-methoxybenzyl)-1H-benzo[d]imidazole